4-((1R,5S)-3,8-diazabicyclo[3.2.1]octan-3-yl)-2-(2,6-dioxopiperidin-3-yl)-5,6-difluoroisoindoline-1,3-dione [C@H]12CN(C[C@H](CC1)N2)C2=C1C(N(C(C1=CC(=C2F)F)=O)C2C(NC(CC2)=O)=O)=O